FC(OC1=CC=C(C=N1)C1=CN=CC(=N1)C(=O)NNCC1=CC(=CC(=C1)OC)OC)F 6-(6-(difluoromethoxy)pyridin-3-yl)-N'-(3,5-dimethoxybenzyl)pyrazine-2-carbohydrazide